7-bromo-2',3',5',6'-tetrahydrospiro[indoline-3,4'-pyran]-2-one BrC=1C=CC=C2C1NC(C21CCOCC1)=O